Cl.Cl.Cl.COC1=CC=C(C=C1)C1=NC2=CC=CC=C2C(=C1)NCCCN(CCCCNC)C N1-(3-((2-(4-Methoxyphenyl)quinolin-4-yl)amino)propyl)-N1,N4-dimethyl-butane-1,4-diamine trihydrochloride